OC(=O)C(F)(F)F.CNC(=O)C=1C=C(C=C2C1N=C(O2)[C@H]2NCCC2)C2=CC=CC=C2 (S)-N-methyl-6-phenyl-2-(pyrrolidin-2-yl)benzo[d]oxazole-4-carboxamide TFA salt